ClC1=CC(=CC=2C=C(SC21)C2=CCCN(C2)C(CCN2N=NC=C2)=O)C(=O)O 7-chloro-2-[1-[3-(triazol-1-yl)propanoyl]-3,6-dihydro-2H-pyridin-5-yl]benzothiophene-5-carboxylic acid